FC1=C(C=CC(=C1)F)NC(N(CCCCCCC)CC1=CC=C(C=C1)CC(C)(C)C)=O 2,4-difluoro-phenyl-N-[[4-(2,2-dimethylpropyl)phenyl]methyl]-N-(heptyl)urea